2-[2-(1-pyrrolidinyl)propoxy]propyl-N,N-dimethyl-amine N1(CCCC1)C(COC(CN(C)C)C)C